ClC=1C=CC(=C(C1)C1=C(N=CN1)C=1N=C2C=C(C=NC2=CC1)NCCC1NCC(NC1)CC(=O)O)F 2-[5-[2-[[6-[5-(5-chloro-2-fluoro-phenyl)-1H-imidazol-4-yl]-1,5-naphthyridin-3-yl]amino]ethyl]piperazin-2-yl]acetic acid